calcium glycine salt NCC(=O)[O-].[Ca+2].NCC(=O)[O-]